(R)-3-(((2-(6-chloro-3-methyl-1H-pyrazolo[4,3-c]pyridine-1-yl)-6-(3-methoxytetrahydrofuran-3-yl)pyridine-4-yl)oxy)methyl)thietane 1,1-dioxide ClC1=CC2=C(C=N1)C(=NN2C2=NC(=CC(=C2)OCC2CS(C2)(=O)=O)[C@]2(COCC2)OC)C